C[C@H](CN1CC2(CS(C2)(=O)=O)CC1)CC=1C=NC(=NC1)C(F)(F)F (S)-6-(2-Methyl-3-(2-(trifluoromethyl)pyrimidin-5-yl)propyl)-2-thia-6-azaspiro[3.4]octane 2,2-dioxide